N-[4-[9,9-dioctyl-7-(2-trimethylsilylethynyl)fluoren-2-yl]phenyl]-4-(4-hexyloxyphenyl)-N-[4-(4-hexyloxyphenyl)phenyl]aniline C(CCCCCCC)C1(C2=CC(=CC=C2C=2C=CC(=CC12)C1=CC=C(C=C1)N(C1=CC=C(C=C1)C1=CC=C(C=C1)OCCCCCC)C1=CC=C(C=C1)C1=CC=C(C=C1)OCCCCCC)C#C[Si](C)(C)C)CCCCCCCC